(E)-N-(3-(dimethylamino)-2-((pyridin-2-ylamino)methyl)allylidene)-N-methyl-ammonium chloride [Cl-].CN(C=C(\C=[NH+]\C)CNC1=NC=CC=C1)C